BrC1=C(C=C2C(=NC(=NC2=C1F)Cl)N1CCOCC(C1)NC(=O)C1OC(OC1)(C)C)Cl N-[4-(7-bromo-2,6-dichloro-8-fluoroquinazolin-4-yl)-1,4-oxazepan-6-yl]-2,2-dimethyl-1,3-dioxolane-4-carboxamide